2-(2-(cyclopropanesulfonylamino)pyrimidin-4-yl)-N-(4-(6-ethoxypyrazin-2-yl)-2-fluorophenyl)-4-methoxybutyramide C1(CC1)S(=O)(=O)NC1=NC=CC(=N1)C(C(=O)NC1=C(C=C(C=C1)C1=NC(=CN=C1)OCC)F)CCOC